(1R,3S)-3-(3-{[(5-fluoro-pyridin-2-yl)acetyl]-amino}-1H-pyrazol-5-yl)-cyclopentyl tert-butyl-carbamate C(C)(C)(C)NC(O[C@H]1C[C@H](CC1)C1=CC(=NN1)NC(CC1=NC=C(C=C1)F)=O)=O